methylene-2,N-diisopropylethylamine C=C(CC(C)C)NC(C)C